NC(C(=O)NC(C(=O)OC(C)(C)C)CCCCNC(CCCC1=CC=C(C=C1)CC(C)C)=O)CCCCNC(=O)OC(C)(C)C Tert-butyl 2-(2-amino-6-((tert-butoxycarbonyl)amino)hexan-amido)-6-(4-(4-isobutylphenyl)butanamido)hexanoate